CN1C2=NC(=NC(=C2N=C1)C1=CC=C(C=C1)OC(F)(F)F)N1CCN(CC1)C(=O)OC(C)(C)C tert-butyl 4-(9-methyl-6-(4-(trifluoromethoxy)phenyl)-9H-purin-2-yl)piperazine-1-carboxylate